(3R,6S)-5-{[(9H-fluoren-9-yl)methoxy]carbonyl}-1,1-difluoro-5-azaspiro[2.4]heptane-6-carboxylic acid C1=CC=CC=2C3=CC=CC=C3C(C12)COC(=O)N1C[C@]2(CC2(F)F)C[C@H]1C(=O)O